methyl 1-acetonyl-4-bromo-3-isopropoxy-pyrrole-2-carboxylate C(C(=O)C)N1C(=C(C(=C1)Br)OC(C)C)C(=O)OC